6-bromo-2-isopropyl-1-oxo-2,3-dihydro-1H-indene-2-carboxylic acid methyl ester COC(=O)C1(C(C2=CC(=CC=C2C1)Br)=O)C(C)C